2-[3,5-bis(difluoromethyl)pyrazol-1-yl]-6-chloro-3-(difluoromethyl)pyridine FC(C1=NN(C(=C1)C(F)F)C1=NC(=CC=C1C(F)F)Cl)F